tert-butyl (3R)-3-[[4-(1-methyltriazol-4-yl)benzoyl]-[4-(1H-pyrazol-3-yl)-2-pyridyl]amino]piperidine-1-carboxylate CN1N=NC(=C1)C1=CC=C(C(=O)N([C@H]2CN(CCC2)C(=O)OC(C)(C)C)C2=NC=CC(=C2)C2=NNC=C2)C=C1